N,N'-bis-[4-(1-carbamimidoyl-azetidin-3-yl)-phenyl]-terephthalamide trifluoroacetate FC(C(=O)O)(F)F.C(N)(=N)N1CC(C1)C1=CC=C(C=C1)NC(C1=CC=C(C(=O)NC2=CC=C(C=C2)C2CN(C2)C(N)=N)C=C1)=O